2-methyl-5-[2-(trimethylsilyl)ethynyl]-3H-1,3-benzodiazole CC=1NC2=C(N1)C=CC(=C2)C#C[Si](C)(C)C